bicyclo[1.1.0]butane-1-yl-(3,4-dihydroisoquinolin-2(1H)-yl)methanone C12(CC2C1)C(=O)N1CC2=CC=CC=C2CC1